9,10-dihydro-9,10-ethanoanthracene-11,12-dicarboxylic dihydrazide C1=CC=CC=2C3C4=CC=CC=C4C(C12)C(C3C(=O)NN)C(=O)NN